tert-Butyl N-[[6-[2-chloro-3-[2-chloro-3-(3-formylpyrazolo[1,5-a]pyrimidin-5-yl)phenyl]phenyl]-2-methoxy-3-pyridyl]methyl]-N-[[(2S)-5-oxopyrrolidin-2-yl]methyl]carbamate ClC1=C(C=CC=C1C1=C(C(=CC=C1)C1=NC=2N(C=C1)N=CC2C=O)Cl)C2=CC=C(C(=N2)OC)CN(C(OC(C)(C)C)=O)C[C@H]2NC(CC2)=O